N,N-diethyl-6-methoxy-2-(4-pyridyl)-5-(trifluoromethyl)-4-pyrimidinamine C(C)N(C1=NC(=NC(=C1C(F)(F)F)OC)C1=CC=NC=C1)CC